NC1=CC=C(C=C1)C(CN)(C)C1=CC=C(C=C1)N 2,2-bis(4-aminophenyl)propaneamine